N-[[3,5-bis(trifluoromethyl)phenyl]methyl]-2-[cyano-(2,6-difluoro-4-pyridinyl)amino]-5-methyl-thiazole-4-carboxamide FC(C=1C=C(C=C(C1)C(F)(F)F)CNC(=O)C=1N=C(SC1C)N(C1=CC(=NC(=C1)F)F)C#N)(F)F